3-(5-methyl-2-thienyl)-5-(trifluoromethyl)-1,2,4-oxadiazole CC1=CC=C(S1)C1=NOC(=N1)C(F)(F)F